O=C1NC=C(C(N1)=O)C=1C=C(C=2N(N1)C=CN2)N2CC(C(C2)(F)F)N(C(O)=O)C2=C(C=CC=C2)F.C(CCCCCCCCCCC)[SiH2]OCC(OC)OC dodecyl-dimethoxyethoxysilane 1-(6-(2,4-dioxo-1,2,3,4-tetrahydropyrimidin-5-yl)imidazo[1,2-b]pyridazin-8-yl)-4,4-difluoropyrrolidin-3-yl-(2-fluorophenyl)carbamate